C(C1=CC=CC=C1)(=O)OC1=CC=CC=C1 Phenol 1-benzoate